ClC=1N=C(N2C1C(=CC(=C2)S(NC2(CC2)CF)(=O)=O)C2=CCN(CC2)C(=O)OC(C)(C)C)C=2SC(=NN2)C(F)F tert-butyl 4-(1-chloro-3-(5-(difluoromethyl)-1,3,4-thiadiazol-2-yl)-6-(N-(1-(fluoromethyl)cyclopropyl)sulfamoyl)imidazo[1,5-a]pyridin-8-yl)-5,6-dihydropyridine-1(2H)-carboxylate